C(C1=CC=CC=C1)OC[C@H]1CN(CC(O1)=C)S(=O)(=O)C1=C(C=CC=C1)[N+](=O)[O-] (R)-2-((benzyloxy)methyl)-6-methylene-4-((2-nitrophenyl)sulfonyl)morpholine